CC1([C@@H]([C@@H]1C(=O)OCC2=COC(=C2)CC3=CC=CC=C3)/C=C/4\\CCSC4=O)C The molecule is a member of furans and a member of tetrahydrothiophenes. It has a role as a pyrethroid ester insecticide and an agrochemical. It derives from a (-)-cis-chrysanthemic acid.